FC=1C=C2C(C(NC2=CC1)=O)=NN=C1SCC(N1C1=CC=C(C=C1)CCCC)=O 5-fluoro-3-(2-(3-(4-n-butylphenyl)-4-oxothiazolidine-2-ylidene)hydrazono)indol-2-one